OC(CCC=CC=CC=CC=CC=CC(=O)O)CCCCC1CO1 14-hydroxy-19,20-epoxyeicosapentaenoic acid